2,2-di(allyloxymethyl)-1-butanol C(C=C)OCC(CO)(CC)COCC=C